2-methyl-6-phenyl-3-sulfo-1,4-phenylene ether CC1=C2C(=CC(=C1S(=O)(=O)O)O2)C2=CC=CC=C2